trimethylphenylammonium citraconate C(\C(\C)=C/C(=O)[O-])(=O)[O-].C[N+](C1=CC=CC=C1)(C)C.C[N+](C)(C)C1=CC=CC=C1